COCCNC1=NS(C2=C1C=CC=C2)(=O)=O N-(2-methoxyethyl)-1,1-dioxo-1,2-benzothiazol-3-amine